NN1C(=NC=C1)C(=O)O 1-amino-2-imidazolecarboxylic acid